P(=O)(O)(O)O[C@H](CC(C(=O)O)=O)[C@@H](O)[C@H](O)[C@H](O)CO monophospho-3-deoxy-d-manno-2-octulosonic acid